2,6-diethoxypyrimidin-4-amine C(C)OC1=NC(=CC(=N1)N)OCC